C(C)(C)C=1C(=C(C=CC1)C1=C(C=CC=C1)N)C1=C(C=CC=C1)N 3-isopropyl-bis(2-aminophenyl)benzene